tert-butyl 4-[2-[2-[(8-fluoro-2-methyl-imidazo[1,2-a]pyridin-6-yl)carbamothioyl]hydrazino]-4-pyridyl]piperazine-1-carboxylate FC=1C=2N(C=C(C1)NC(=S)NNC1=NC=CC(=C1)N1CCN(CC1)C(=O)OC(C)(C)C)C=C(N2)C